chloro-7-hydroxy-6-methoxy-8-methyl-3,4-dihydroisoquinolin-1(2H)-one ClN1C(C2=C(C(=C(C=C2CC1)OC)O)C)=O